ClC=1C=CC(=C(C1)C1=CC(=CN=N1)NC1=C2C(=NC=C1)NC(=C2)C(=O)NCCC2CCN(CC2)C)F 4-{[6-(5-chloro-2-fluoro-phenyl)pyridazin-4-yl]-amino}-N-[2-(1-methyl-piperidin-4-yl)ethyl]-1H-pyrrolo[2,3-b]pyridine-2-carboxamide